FC=1C(=NC=C(C1)OC)N1C(C(N(C(C1)=O)CC1=CC=C(C=C1)C)C1COC1)=O 1-(3-fluoro-5-methoxy-pyridin-2-yl)-4-(4-methyl-benzyl)-3-(oxetan-3-yl)-piperazine-2,5-dione